CC1(C=CC(=CC1)C(C)C)C 5,5-dimethyl-2-iso-propyl-1,3-cyclohexadiene